2-ethoxy-5-(1H-imidazol-2-yl)benzoic acid methyl ester COC(C1=C(C=CC(=C1)C=1NC=CN1)OCC)=O